O=C(CCCOC1=CC=C2CCC3(C2=C1)CCC(CC3)C(=O)O)NCC3=CC(=CC=C3)C=3C=NC=NC3 6'-[4-oxo-4-({[3-(pyrimidin-5-yl)phenyl]methyl}amino)butoxy]-2',3'-dihydrospiro[cyclohexane-1,1'-indene]-4-carboxylic acid